(R)-3-(2-methylpyrrolidin-1-yl)-1-(4-phenyl-3,4-dihydroquinoxaline-1(2H)-yl)propan-1-one C[C@H]1N(CCC1)CCC(=O)N1CCN(C2=CC=CC=C12)C1=CC=CC=C1